ClC=1C=CC(=NC1)NC(=O)N1[C@H](C[C@H](C1)OC)C(=O)NC1=C(C=CC(=C1)C(CCC1CC1)C1=CC=CC=C1)F (2r,4r)-N1-(5-chloropyridin-2-yl)-N2-(5-((+)-3-cyclopropyl-1-phenylpropyl)-2-fluorophenyl)-4-methoxypyrrolidine-1,2-dicarboxamide